1-(3,5-dichlorophenyl)-9,9-diphenyl-9H-fluorene ClC=1C=C(C=C(C1)Cl)C1=CC=CC=2C3=CC=CC=C3C(C12)(C1=CC=CC=C1)C1=CC=CC=C1